C(\C=C\C=C\C)(=O)[O-].[Na+].FC(C=1N=C(SC1)CN1CC2(CN(C2)C(=O)N2CC3(C2)NC(CC3)=O)C1)(F)F 2-[6-[[4-(trifluoromethyl)thiazol-2-yl]methyl]-2,6-diazaspiro[3.3]heptane-2-carbonyl]-2,5-diazaspiro[3.4]octan-6-one Natrium Sorbat